BrC1=CC(=C(C=C1F)NS(=O)(=O)C1=CNC=C1CC=1SC=CC1)F N-(4-bromo-2,5-difluorophenyl)-4-(thiophen-2-ylmethyl)-1H-pyrrole-3-sulfonamide